4-(4-(4-(2-amino-4-(difluoromethyl)pyrimidin-5-yl)-6-morpholino-1,3,5-triazin-2-yl)piperazin-1-yl)butanoic acid NC1=NC=C(C(=N1)C(F)F)C1=NC(=NC(=N1)N1CCOCC1)N1CCN(CC1)CCCC(=O)O